ClC=1C(=C(C=C(C1OC1=NNC(C(=C1)C(C)C)=O)Cl)N1N=C(C(NC1=O)=O)C#N)C 2-[3,5-Dichloro-4-[(5-isopropyl-6-oxo-1H-pyridazin-3-yl)oxy]-2-methylphenyl]-3,5-dioxo-4H-1,2,4-triazine-6-carbonitrile